tert-butyl (R)-(2-(N-methyl-2-octanamido-4-oxo-4-(tritylamino)butanamido)ethyl)carbamate CN(C([C@@H](CC(NC(C1=CC=CC=C1)(C1=CC=CC=C1)C1=CC=CC=C1)=O)NC(CCCCCCC)=O)=O)CCNC(OC(C)(C)C)=O